COC1=CC(=CC2=CC=CC=C12)C 4-methoxy-2-methylnaphthalene